C(C)(C)(C)OC(=O)N1CC(C1)C=1SC2=C(N1)C=CC(=C2)C(=O)OCC ethyl 2-(1-(tert-butoxycarbonyl)azetidin-3-yl)benzo[d]thiazole-6-carboxylate